C(C1=CC=CC=C1)N1N=C(N=C1)C(=O)NC1C(N(C=2N(CC1)N=C(C2)C2C(C2)(F)F)C)=O 1-benzyl-N-(2-(2,2-difluorocyclopropyl)-4-methyl-5-oxo-5,6,7,8-tetrahydro-4H-pyrazolo[1,5-a][1,3]diazepin-6-yl)-1H-1,2,4-triazole-3-carboxamide